CO\C=C\C(C(C)C)=O (E)-1-methoxy-4-methyl-pent-1-en-3-one